(R)-2-amino-N-((R)-3-(4-chlorophenoxy)-1-(4,4,5,5-tetramethyl-1,3,2-dioxaborolan-2-yl)propyl)-3-methoxypropanamide hydrochloride Cl.N[C@@H](C(=O)N[C@@H](CCOC1=CC=C(C=C1)Cl)B1OC(C(O1)(C)C)(C)C)COC